BrC=1C=C2C(N(C(C2=CC1)=O)CCC=C)CC=C 5-bromo-2-(but-3-en-1-yl)-3-(prop-2-en-1-yl)-3H-isoindol-1-one